C(C)S(=O)(=O)C=1C=C(C=NC1C=1N(C(=CN1)C=O)C)C1(CC1)C#N 1-(5-(ethylsulfonyl)-6-(5-formyl-1-methyl-1H-imidazol-2-yl)pyridin-3-yl)cyclopropane-1-carbonitrile